NC(C(=O)O)(CCCCB(O)O)CCNC1CCCC1 2-amino-6-borono-2-(2-(cyclopentylamino)ethyl)hexanoic acid